nonyl 4-hydroxybutyrate OCCCC(=O)OCCCCCCCCC